C(C)O/C=C/B1OC(C)(C)C(C)(C)O1 trans-2-ethoxyvinylboronic acid pinacol ester